N=1C=C(N2C1C=CC=C2)C(=O)N2CC1=C(CC2)C(=CS1)C(=O)NC1=CC(=CC(=C1)C(F)(F)F)CN1CCN(CC1)C1COC1 6-(imidazo[1,2-a]pyridine-3-carbonyl)-N-(3-((4-(oxetan-3-yl)piperazin-1-yl)methyl)-5-(trifluoro-methyl)phenyl)-4,5,6,7-tetrahydrothieno[2,3-c]-pyridine-3-carboxamide